FC1=C(C=C(C=C1)NC(C=C)=O)NC1=NC(=NC=C1C1=CC=C(C=C1)C(F)(F)F)NC=1C(=NC=CC1)F N-(4-fluoro-3-((2-((2-fluoropyridin-3-yl)amino)-5-(4-(trifluoromethyl)phenyl)pyrimidin-4-yl)amino)phenyl)acrylamide